4-(5-bromo-3-methyl-2-oxo-2,3-dihydro-1H-benzo[d]imidazol-1-yl)piperidine-1-carboxylic acid tert-butyl ester C(C)(C)(C)OC(=O)N1CCC(CC1)N1C(N(C2=C1C=CC(=C2)Br)C)=O